(R)-4-(cyclohexylmethyl)-6,6a,7,8,9,10-hexahydro-5H-pyrazino[1,2-a][1,7]naphthyridine C1(CCCCC1)CC=1C=2CC[C@H]3N(C2C=NC1)CCNC3